COC1=CC=C(CC2=C(C=C3CN(C(C3=C2)=O)[C@H]2COCC[C@@H]2O)C)C=C1 1,5-anhydro-2,4-dideoxy-2-(6-(4-methoxybenzyl)-5-methyl-1-oxo-1,3-dihydro-2H-isoindol-2-yl)-L-threo-pentitol